COC=1C=C(C=C(C1)NC(C(N1CC2(C3=CC=C(C=C13)OC(F)(F)F)CC2)=O)C2=CC=CC=C2)C(C)=NOC(C(=O)O)(C)C 2-(((1-(3-methoxy-5-((2-oxo-1-phenyl-2-(6'-(trifluoromethoxy)spiro[cyclopropane-1,3'-indolin]-1'-yl)ethyl)amino)phenyl)ethylidene)amino)oxy)-2-methylpropanoic acid